tert-Butyl 4-(bis(4-fluorophenyl)methyl)-3-carbamoylpiperazine-1-carboxylate FC1=CC=C(C=C1)C(N1C(CN(CC1)C(=O)OC(C)(C)C)C(N)=O)C1=CC=C(C=C1)F